FC(C1=CC=C(C=C1)C1=CCC2(CN(C2)C(C=C)=O)CC1)(F)F 1-(7-(4-(trifluoromethyl)phenyl)-2-azaspiro[3.5]non-6-en-2-yl)prop-2-en-1-one